NC1OC=2C(C(C1C#N)C1=CC(=CC=C1)C(F)(F)F)C(CC(C2)(C)C)=O 2-amino-4-(3-trifluoromethylphenyl)-3-cyano-7,7-dimethyl-5-oxo-tetrahydrobenzopyran